Benzyl (2S)-2-(1-bromo-8-chloro-imidazo[1,5-a]pyrazin-3-yl)-pyrrolidine-1-carboxylate BrC=1N=C(N2C1C(=NC=C2)Cl)[C@H]2N(CCC2)C(=O)OCC2=CC=CC=C2